1-(1-acryloylpyrrolidin-3-yl)-3-(4-(trifluoromethyl)phenyl)-N-(5-(trifluoromethyl)pyridin-2-yl)-1H-indazole-7-carboxamide C(C=C)(=O)N1CC(CC1)N1N=C(C2=CC=CC(=C12)C(=O)NC1=NC=C(C=C1)C(F)(F)F)C1=CC=C(C=C1)C(F)(F)F